1-isopropyl-3-quinolin-3-ylurea C(C)(C)NC(=O)NC=1C=NC2=CC=CC=C2C1